3-(5-fluoro-4-hydroxy-7-((2-(trimethylsilyl)ethoxy)methyl)-7H-pyrrolo[2,3-d]pyrimidin-2-yl)cyclopent-2-en-1-one FC1=CN(C=2N=C(N=C(C21)O)C2=CC(CC2)=O)COCC[Si](C)(C)C